BrC1=C2CCN(CC2=CC=C1)CC1CC1 5-bromo-2-(cyclopropylmethyl)-1,2,3,4-tetrahydroisoquinoline